NC=1C2=C(N=CN1)N(C(=C2C(=O)NC2=CC=C(C=C2)COC)OC[C@@H](C)OC)C2(CC2)C (R)-4-amino-N-(4-(methoxymethyl)phenyl)-6-(2-methoxypropoxy)-7-(1-methylcyclopropyl)-7H-pyrrolo[2,3-d]pyrimidine-5-carboxamide